4-((R)-1-(((R)-4-(((R)-2-((1S,5S)-9-azabicyclo[3.3.1]nonan-9-yl)-1-(1-methyl-1H-pyrazol-4-yl)ethyl)amino)-6-phenyl-5,6,7,8-tetrahydroquinazolin-2-yl)amino)ethyl)-2-fluorobenzoic acid C12CCCC(CCC1)N2C[C@@H](C=2C=NN(C2)C)NC2=NC(=NC=1CC[C@H](CC21)C2=CC=CC=C2)N[C@H](C)C2=CC(=C(C(=O)O)C=C2)F